5-Hydroxy-7-isopropyl-1,3-dimethylquinolin OC1=C2C=C(CN(C2=CC(=C1)C(C)C)C)C